C(C)(C)(CC(C)(C)C)NC1=NC(=NC(=N1)Cl)Cl 2-tert-octylamino-4,6-dichloros-triazine